O1[C@H](COCC1)C[C@H]1C2=C(C(NC1)=O)C(=C(N2)C2=NC=NC=C2)NC2=C(C(=CC=C2)F)OC |o1:7| (7R*)-7-[(2S)-1,4-dioxan-2-ylmethyl]-3-[(3-fluoro-2-methoxyphenyl)amino]-2-(pyrimidin-4-yl)-1H,5H,6H,7H-pyrrolo[3,2-c]pyridin-4-one